C(C)(C)(C)OC(=O)N1C(CC(=CC1)B1OC(C(O1)(C)C)(C)C)C(C)(C)C tert-butyl-4-(4,4,5,5-tetramethyl-1,3,2-dioxaborolan-2-yl)-3,6-dihydropyridine-1(2H)-carboxylic acid tert-butyl ester